((6-(6-cyclopropyl-5-fluoro-2-((5-(4-(4-methylpiperazin-1-yl)piperidin-1-yl)pyridin-2-yl)amino)-7H-pyrrolo[2,3-d]pyrimidin-7-yl)pyridin-2-yl)imino)dimethyl-λ6-sulfanone C1(CC1)C1=C(C2=C(N=C(N=C2)NC2=NC=C(C=C2)N2CCC(CC2)N2CCN(CC2)C)N1C1=CC=CC(=N1)N=S(=O)(C)C)F